(R)-N-(2,3-Dihydroxypropyl)-5-((5-(3-fluoro-4-(trifluoromethyl)phenyl)oxazol-2-yl)amino)picolinamide O[C@H](CNC(C1=NC=C(C=C1)NC=1OC(=CN1)C1=CC(=C(C=C1)C(F)(F)F)F)=O)CO